P(O)(O)(=S)O[C@H]1[C@H]([C@@H](O[C@@H]1CO)N1C(=O)NC(=O)C(=C1)C)OC 2'-O-methyl-5-methyluridine-3'-phosphorothioate